The molecule is a member of the class of glucocorticoids that is Delta(1)-progesterone substituted at positions 11beta and 17 by hydroxy groups, at position 6alpha by a methyl group and at position 9 by a fluoro group. Used for the treatment of corticosteroid-responsive inflammation of the palpebral and bulbar conjunctiva, cornea and anterior segment of the globe. It has a role as an anti-inflammatory drug. It is a fluorinated steroid, an 11beta-hydroxy steroid, a 20-oxo steroid, a 3-oxo-Delta(1),Delta(4)-steroid, a glucocorticoid, a 17alpha-hydroxy steroid and a tertiary alpha-hydroxy ketone. It derives from a Delta(1)-progesterone. C[C@H]1C[C@H]2[C@@H]3CC[C@@]([C@]3(C[C@@H]([C@@]2([C@@]4(C1=CC(=O)C=C4)C)F)O)C)(C(=O)C)O